3,3-difluoro-4-(1H-1,2,3-triazol-1-yl)piperidine hydrochloride Cl.FC1(CNCCC1N1N=NC=C1)F